NC1=NC=CC=C1C1=NC=2C(=NC(=CC2)C=2C=NC=CC2)N1C=1C=C2CC[C@@H](C2=CC1)NC1CCN(CC1)C(C=C)=O (S)-1-(4-((5-(2-(2-aminopyridin-3-yl)-5-(pyridin-3-yl)-3H-imidazo[4,5-b]pyridin-3-yl)-2,3-dihydro-1H-inden-1-yl)amino)piperidin-1-yl)prop-2-en-1-one